N-Methyl-3-(1-methyl-1H-imidazol-4-yl)-4-(3-(trifluoromethyl)phenoxy)benzenesulfonamide CNS(=O)(=O)C1=CC(=C(C=C1)OC1=CC(=CC=C1)C(F)(F)F)C=1N=CN(C1)C